(4-Chlorophenyl)imidazo[1,2-a]pyridine-3-carbaldehyde ClC1=CC=C(C=C1)C=1N=C2N(C=CC=C2)C1C=O